C(C)OC(=O)N1C(CNCC1)C=1C2=C(N=CN1)N(C=C2C2CC2)S(=O)(=O)CC2=CC=CC=C2 (5-cyclopropyl-7-toluenesulfonyl-7H-pyrrolo[2,3-d]pyrimidin-4-yl)piperazine-1-carboxylic acid ethyl ester